(7R)-3-[(3-fluoro-2-methoxyphenyl)amino]-7-methyl-2-{[1,2]thiazolo[4,5-b]pyridin-7-yl}-5H,6H,7H-pyrazolo[1,5-a]pyrazin-4-one FC=1C(=C(C=CC1)NC=1C(=NN2C1C(NC[C@H]2C)=O)C2=C1C(=NC=C2)C=NS1)OC